C1=C(C=CC2=CC=CC=C12)C#CCO 3-(naphthalen-2-yl)prop-2-yn-1-ol